IC1=CC2=C(N=NN(C2=O)C2C(NC(CC2)=O)=O)C=C1 3-(6-iodo-4-oxo-benzo[d][1,2,3]triazin-3(4H)-yl)piperidine-2,6-dione